tert-butyl 2-((8-(1-((tert-butoxycarbonyl)amino)-2-methylpropyl)-3,7-dimethyl-2,6-dioxo-2,3,6,7-tetrahydro-1H-purin-1-yl)methyl)-4-chloro-1H-indole-1-carboxylate C(C)(C)(C)OC(=O)NC(C(C)C)C1=NC=2N(C(N(C(C2N1C)=O)CC=1N(C2=CC=CC(=C2C1)Cl)C(=O)OC(C)(C)C)=O)C